C(CCCCCCCCCCC(=O)OCN1C(CCC2=CC=C(C=C12)OCCCCN1CCN(CC1)C1=CC=CC=2SC=CC21)=O)(=O)OCN2C(CCC1=CC=C(C=C21)OCCCCN2CCN(CC2)C2=CC=CC=1SC=CC12)=O bis((7-(4-(4-(benzo[b]thiophen-4-yl)piperazin-1-yl)butoxy)-2-oxo-3,4-dihydroquinolin-1(2H)-yl)methyl) dodecanedioate